4-(4-((trans-4-((6-(trifluoromethyl)pyridazin-3-yl)amino)cyclohexyl)sulfonyl)phenyl)picolinamide FC(C1=CC=C(N=N1)N[C@@H]1CC[C@H](CC1)S(=O)(=O)C1=CC=C(C=C1)C1=CC(=NC=C1)C(=O)N)(F)F